3-(4-{[2-(propan-2-yl)phenyl]sulfamoyl}phenyl)-1-(pyridin-3-ylmethyl)urea CC(C)C1=C(C=CC=C1)NS(=O)(=O)C1=CC=C(C=C1)NC(NCC=1C=NC=CC1)=O